tert-butyl methyl(4,5,6,7-tetrahydrobenzo[b]thiophen-6-yl)carbamate CN(C(OC(C)(C)C)=O)C1CCC2=C(SC=C2)C1